tert-butyl N-[3-hydroxy-5-[2-isobutyl-6-[4-(2-trimethyl silyl ethoxymethyl)-1,2,4-triazol-3-yl]imidazo[4,5-c]pyridin-1-yl]cyclohexyl]carbamate OC1CC(CC(C1)N1C(=NC=2C=NC(=CC21)C2=NN=CN2COCC[Si](C)(C)C)CC(C)C)NC(OC(C)(C)C)=O